C(C1=CC=CC=C1)N(CCCC(=O)OC(C)(C)C)CC1=CC=CC=C1 tert-Butyl 4-(dibenzylamino)butanoate